C(C)(C)(C)OC(CC(C=1C=NC(=CC1)OC)C1CC(C1)C=O)=O 3-(3-formylcyclobutyl)-3-(6-methoxypyridin-3-yl)propionic acid tert-butyl ester